5-(cyclopentylamino)-3-[2-(1-cyclopropyl-6-fluoro-1,3-benzodiazol-5-yl)ethynyl]-1-[(3S)-pyrrolidin-3-yl]pyrazole-4-carboxamide C1(CCCC1)NC1=C(C(=NN1[C@@H]1CNCC1)C#CC1=CC2=C(N(C=N2)C2CC2)C=C1F)C(=O)N